C1(CCC1)CNC1=C(C=C2C(NC(=NC2=C1)CSC1CCNCC1)=O)OC 7-((Cyclobutylmethyl)amino)-6-methoxy-2-((piperidin-4-ylthio)methyl)quinazolin-4(3H)-one